[(1R)-1-(4-methyl-5-oxo-4,5-dihydro-1H-1,2,4-triazol-3-yl)ethyl]Carbamic acid CN1C(=NNC1=O)[C@@H](C)NC(O)=O